5-((4-(1-((1-(2-(2,6-dioxopiperidin-3-yl)-1,3-dioxoisoindolin-5-yl)pyrrolidine-3-yl)methyl)piperidin-4-yl)phenyl)amino)-3-(pyridin-3-yl)-1,2,4-triazine-6-carboxamide O=C1NC(CCC1N1C(C2=CC=C(C=C2C1=O)N1CC(CC1)CN1CCC(CC1)C1=CC=C(C=C1)NC=1N=C(N=NC1C(=O)N)C=1C=NC=CC1)=O)=O